FC=1C(=C(C2=C(CN3[C@@H](CO2)CNCC3)C1)F)C1=C(C=CC=C1C(F)(F)F)O 2-[(12aR)-8,10-difluoro-1,2,3,4,12,12a-hexahydro-6H-pyrazino[2,1-C][1,4]benzooxazepin-9-yl]-3-(trifluoromethyl)phenol